C(C)(C)(C)OC(=O)NCCC 1-((tert-butyloxycarbonyl)amino)propan